8-bromo-3-(5-(difluoromethyl)-1,3,4-thiadiazol-2-yl)imidazo[1,2-a]pyridin-6-sulfonyl chloride BrC=1C=2N(C=C(C1)S(=O)(=O)Cl)C(=CN2)C=2SC(=NN2)C(F)F